C(C1=CC=CC=C1)OC=1C(=NC=C(C1C)C=1C=NN(C1)C1=CC=C(C=C1)F)C#N 3-(benzyloxy)-5-(1-(4-fluorophenyl)-1H-pyrazol-4-yl)-4-methylpicolinonitrile